3-(1-methylvinyl)toluene CC(=C)C=1C=C(C)C=CC1